naphthalenedicarboxylic acid monoimide C=1(C(=CC=C2C=CC=CC12)C(=O)O)C(O)=N